C1(CCCCC1)NC(=O)C=1N=C(OC1)C1=CC=C(C=C1)F N-Cyclohexyl-2-(4-fluorophenyl)oxazole-4-carboxamide